4-((4-aminophenyl)thio)benzoic acid NC1=CC=C(C=C1)SC1=CC=C(C(=O)O)C=C1